O1CC[C@H](C2=CC=CC=C12)NC(=O)NCC1=CC(=NC=C1)N1N=CC=C1 1-[(4R)-3,4-dihydro-2H-chromen-4-yl]-3-[(2-pyrazol-1-ylpyridin-4-yl)methyl]urea